FC([C@H]1N(C[C@@H](C1)O)C(=O)OC(C)(C)C)F tert-butyl (2S,4R)-2-(difluoromethyl)-4-hydroxypyrrolidine-1-carboxylate